OC(C)(C)C=1N=C(NC1)CCC 4-(1-hydroxy-1-methylethyl)-2-propylimidazole